Cl/C=C/C#CCCCCOC1OCCCC1 2-[[(7E)-8-chloro-7-octen-5-yn-1-yl]oxy]tetrahydro-2H-pyran